N,N-dimethyltriacontan-21,24-dien-9-amine CN(C(CCCCCCCC)CCCCCCCCCCCC=CCC=CCCCCC)C